6-{5-fluoro-2-[(oxan-4-yl)amino]pyrimidin-4-yl}-2-[2-oxo-2-(1,2,3,4-tetrahydroisoquinolin-2-yl)ethyl]-2,3-dihydro-1H-isoindol-1-one FC=1C(=NC(=NC1)NC1CCOCC1)C1=CC=C2CN(C(C2=C1)=O)CC(N1CC2=CC=CC=C2CC1)=O